C(C=CCCCCC#N)#N octene-1,8-dinitrile